NC1=NC=CC=C1C1=NC=2C(=NC(=CC2)C2=CC=CC=C2)N1C1=CC=C(C=C1)CNC(CC1=C(C(=C(C=C1)C=O)O)C)=O N-({4-[2-(2-aminopyridin-3-yl)-5-phenylimidazo[4,5-b]pyridin-3-yl]phenyl}methyl)-2-(4-formyl-3-hydroxy-2-methylphenyl)acetamide